N[C@H](CC(=O)OC(C)(C)C)CCN(C)C tert-butyl (3S)-3-amino-5-(dimethylamino)pentanoate